CC=1C=C(C=CC1OCC1OC1)C1(C2=CC=CC=C2C=2C(=CC=CC12)C(=O)OCC1(COC1)C)C1=CC(=C(C=C1)OCC1OC1)C (3-methyloxetan-3-yl)methyl 9,9-bis(3-methyl-4-(oxiran-2-ylmethoxy)phenyl)-9H-fluorene-4-carboxylate